3-methyl-tetramethylene ether CC1CCOC1